C(C=C)(=O)[SiH2]O[SiH2]O[SiH3] acryloyl-trisiloxane